C(C)OC(=O)C1=C(C2=C(N=CN2C)C(=C1)C1=CC=C(C=C1)OC(F)(F)F)Br 4-bromo-3-methyl-7-[4-(trifluoromethoxy)-phenyl]-benzimidazole-5-carboxylic acid ethyl ester